C1(CC1)CN1CC[C@]23CN(CCC[C@]2([C@H]1CC1=CC=C(C=C13)O)O)CCC1=NC=CC=C1 (5aS,6R,11bS)-14-(cyclopropylmethyl)-2-(2-(pyridin-2-yl)ethyl)-2,3,4,5,6,7-hexahydro-6,11b-(epiminoethano)naphtho[1,2-c]azepine-5a,10(1H)-diol